C(C)(C)(C)C1=C(O[Hf])C(=CC(=C1)C)N(C1=C(C=CC=C1)C1=C(C=CC=C1)NC1=CC=C(C=C1)C)CCCOC [2-(tert-butyl)-6-((3-methoxypropyl)(2'-(p-tolylamino)-[1,1'-biphenyl]-2-yl)amino)-4-methylphenoxy]hafnium